5-(4-(dimethoxymethyl)piperidin-1-yl)-1-(tetrahydro-2H-pyran-2-yl)-1H-indazole COC(C1CCN(CC1)C=1C=C2C=NN(C2=CC1)C1OCCCC1)OC